2-(2-bromo-4-chloro-5-methoxy-phenyl)-5-methoxy-thiazole BrC1=C(C=C(C(=C1)Cl)OC)C=1SC(=CN1)OC